4-hydroxylauric anilide OC(CCC(=O)NC1=CC=CC=C1)CCCCCCCC